(S)-(2-(4-(4-methylpyrazolo[1,5-a]pyridin-2-yl)-1,4,6,7-tetrahydro-5H-imidazo[4,5-c]pyridin-5-yl)pyrimidin-4-yl)(phenyl)methanone CC=1C=2N(C=CC1)N=C(C2)[C@H]2N(CCC1=C2N=CN1)C1=NC=CC(=N1)C(=O)C1=CC=CC=C1